((1S,6R,7R)-3-(6-((3-fluoro-2-methylpyridin-4-yl)thio)pyrido[2,3-b]pyrazin-2-yl)-7-(2-fluorophenyl)-3-azabicyclo[4.1.0]heptan-7-yl)methanamine FC=1C(=NC=CC1SC=1C=CC=2C(=NC=C(N2)N2C[C@@H]3[C@]([C@@H]3CC2)(C2=C(C=CC=C2)F)CN)N1)C